FC1=CC=C(C=N1)NC(OC[C@@H]1OC2=C(C3=C(N=C(S3)C3=C4N=CC(=NC4=CC(=C3)C)OC)C(=C2)C)OC1)=O (R)-(2-(2-methoxy-7-methylquinoxalin-5-yl)-4-methyl-7,8-dihydro-[1,4]dioxino[2',3':3,4]benzo[1,2-d]thiazol-7-yl)methyl (6-fluoropyridin-3-yl)carbamate